1-(1-cyclopropylazetidin-3-yl)-3-(isoquinolin-4-yl)-2-oxoimidazolidine-4-carbonitrile C1(CC1)N1CC(C1)N1C(N(C(C1)C#N)C1=CN=CC2=CC=CC=C12)=O